2-chloro-1-(4-vinylphenyl)ethan-1-one ClCC(=O)C1=CC=C(C=C1)C=C